3-(4-(methoxymethyl)-2H-1,2,3-triazol-2-yl)-4-methylaniline COCC1=NN(N=C1)C=1C=C(N)C=CC1C